3-benzyl-1-(trans-4-((5-cyanopyridin-2-yl)amino)cyclohexyl)-1-(4-(4-(dimethylamino)piperidin-1-yl)phenyl)urea C(C1=CC=CC=C1)NC(N(C1=CC=C(C=C1)N1CCC(CC1)N(C)C)[C@@H]1CC[C@H](CC1)NC1=NC=C(C=C1)C#N)=O